ClC=1C=C(C=C(C1)C1=CC=CC=C1)B(O)O (5-chloro-[1,1'-biphenyl]-3-yl)boronic acid